4,4-bis(4-(trifluoromethyl)phenethyl)butanoic acid FC(C1=CC=C(CCC(CCC(=O)O)CCC2=CC=C(C=C2)C(F)(F)F)C=C1)(F)F